O1CCC2=C1C=CC(=C2)S(=O)(=O)N2CCN(CC2)C(=O)OC(C)(C)C tert-Butyl 4-(2,3-dihydrobenzofuran-5-ylsulfonyl)piperazine-1-carboxylate